CC(C)(C)[S@](=O)N[C@H](C)C=1OC=CN1 (S)-2-methyl-N-((R)-1-(oxazol-2-yl)ethyl)propane-2-sulfinamide